2'-(3,3-dimethyl-1'H,3H-spiro[2-benzofuran-1,4'-piperidin]-1'-yl)-1,3-dihydro-4'H-spiro[indene-2,5'-[1,3]oxazol]-4'-one CC1(OC2(CCN(CC2)C=2OC3(C(N2)=O)CC2=CC=CC=C2C3)C3=C1C=CC=C3)C